N-((cis)-3-(5-chloro-2-cyanophenyl)cyclobutyl)-1-((S)-1-(2-((1R,5S)-2-oxo-3-azabicyclo[3.1.0]hexan-3-yl)pyrimidin-5-yl)ethyl)-1H-1,2,3-triazole-4-carboxamide ClC=1C=CC(=C(C1)[C@H]1C[C@H](C1)NC(=O)C=1N=NN(C1)[C@@H](C)C=1C=NC(=NC1)N1C([C@@H]2C[C@@H]2C1)=O)C#N